COC=1C=C(C=CC1)N1C2=C(C=3N=C4N(C=NC=C4)C31)C=NC=C2 5-(3-methoxyphenyl)-5H-pyrido[3'',4'':4',5']pyrrolo[3',2':4,5]imidazo[1,2-c]pyrimidine